tert-butyl (S)-((6-hydroxy-2,3-dihydro-1H-inden-5-yl)methyl)(2-hydroxybutyl)carbamate OC1=C(C=C2CCCC2=C1)CN(C(OC(C)(C)C)=O)C[C@H](CC)O